C[C@H]1N(CCN(C1)CC1=C(C=C(C=C1)C1=CC=CC=C1)C)C(=O)N1N=C(C=C1)C(=O)O (R)-1-(2-methyl-4-((3-methyl-[1,1'-biphenyl]-4-yl)methyl)piperazine-1-carbonyl)-1H-pyrazole-3-carboxylic acid